CC=1C=C2C(=NC1)N(N=C2C2CN(CC2)C(C=C)=O)C2=CC=C(C=C2)C(F)(F)F 1-(3-(5-methyl-1-(4-(trifluoro-methyl)phenyl)-1H-pyrazolo[3,4-b]pyridin-3-yl)pyrrolidin-1-yl)-prop-2-en-1-one